ClC1=NC=C(C(=N1)Cl)SC 2,4-dichloro-5-methylthiopyrimidine